[N+](=O)([O-])C1=CC=C(C=C1)N1C(N(CC1)C1=CC=C(C=C1)[N+](=O)[O-])=O 1,3-bis(4-nitrophenyl)2-imidazolidinone